C(C)(C)C1=C(NC2=CC=C(C=C12)CC1CN(C1)CCS(=O)(=O)C)C=1C(=C(C=2N(C1)N=CN2)C)C 6-(3-isopropyl-5-((1-(2-(methylsulfonyl)ethyl)azetidin-3-yl)methyl)-1H-indol-2-yl)-7,8-dimethyl-[1,2,4]triazolo[1,5-a]pyridine